C(C)N1C2=NC(=NC(=C2N=C1C1=CC=NN1C)N1C(COCC1)C)C1=NC(=NC=C1)C1=CC=CC=C1 4-(9-ethyl-8-(1-methyl-1H-pyrazol-5-yl)-2-(2-phenylpyrimidin-4-yl)-9H-purin-6-yl)-3-methylmorpholine